tert-butyl 6-(4-bromo-5-methyl-3-(1-methyl-6-oxo-1,6-dihydropyridin-2-yl)-1H-pyrazol-1-yl)-2-azaspiro[3.3]Heptane-2-carboxylate BrC=1C(=NN(C1C)C1CC2(CN(C2)C(=O)OC(C)(C)C)C1)C=1N(C(C=CC1)=O)C